OC1=C(C=CC(=C1)OC)C1=COC2=C(C1=O)C=CC(=C2)OCOCCOC 3-(2-hydroxy-4-methoxyphenyl)-7-((2-methoxyethoxy)methoxy)-4H-benzopyran-4-one